C5-chloro-1-cyclopropyl-1H-pyrrolo[3,2-b]pyridine-7-carbaldehyde ClC1=CC(=C2C(=N1)C=CN2C2CC2)C=O